C(C)C(C(=O)O)C1=C(C=CC=C1)OCC1=COC2=C1C=C(C=C2C(C(F)(F)F)O[Si](C)(C)C(C)(C)C)Br.N[C@@]2(O)[C@@H](O)[C@@H](O)[C@@H](O2)CO Amino-beta-L-ribose ethyl-2-(2-((5-bromo-7-(1-((tert-butyldimethylsilyl)oxy)-2,2,2-trifluoroethyl)benzofuran-3-yl)methoxy)phenyl)acetate